ClC1=NC=C(C(=C1)O)OC 2-chloro-5-methoxypyridin-4-ol